1-methyl-4-nitro-2-(trifluoromethyl)benzene (3S,5S,6S,8R,9S,10R,13S,14S)-6-fluoro-10,13-dimethyl-17-oxohexadecahydro-1H-cyclopenta[a]phenanthren-3-yl-acetate F[C@@H]1[C@H]2C[C@H](CC[C@@]2([C@H]2CC[C@@]3(C(CC[C@H]3[C@@H]2C1)=O)C)C)CC(=O)O.CC1=C(C=C(C=C1)[N+](=O)[O-])C(F)(F)F